C(C)(C)(C)OC(=O)NC1CSC2=C(N(C1=O)CC1=CC=C(C=C1)C1=NOC(=N1)C1CC1)C=C(C=C2)C(=O)[O-] 3-(tert-butoxycarbonylamino)-5-[[4-(5-cyclopropyl-1,2,4-oxadiazol-3-yl)phenyl]methyl]-4-oxo-2,3-dihydro-1,5-benzothiazepine-7-carboxylate